4-fluorooxolan FC1CCOC1